2-(bis(4-methoxybenzyl)amino)-4-((2-cyclopropylethyl)amino)pyridin COC1=CC=C(CN(C2=NC=CC(=C2)NCCC2CC2)CC2=CC=C(C=C2)OC)C=C1